FC1=CC=C(C=N1)C=1C(=NC=CC1)N1CCC(=CC1)C=1C=2N(C=CC1)C=NC2 8-(6''-fluoro-3,6-dihydro-2H-[1,2':3',3''-terpyridin]-4-yl)imidazo[1,5-a]pyridine